O[C@H]1C[C@@H](N(C1)C([C@H](C(C)(C)C)N1N=NC(=C1)CC(C)(C=1SC=CC1)O)=O)C(=O)NC (2R,4S)-4-hydroxy-1-[(2S)-2-[4-[2-hydroxy-2-(2-thienyl)propyl]triazol-1-yl]-3,3-dimethyl-butanoyl]-N-methyl-pyrrolidine-2-carboxamide